1-(((1r,4r)-4-(chloromethyl)cyclohexyl)methyl)-N-(4-(methylsulfonyl)phenyl)-1H-pyrazolo[3,4-d]pyrimidin-6-amine ClCC1CCC(CC1)CN1N=CC=2C1=NC(=NC2)NC2=CC=C(C=C2)S(=O)(=O)C